OXAZINYLAZOLE C1C(C(C(=NO1)C2=CC=C(C=C2)Cl)N3C=CC=N3)CCC4=CC=CC=C4